OCC1=CC=C(C=O)O1.[C] carbon 5-hydroxymethylfurfural